4-(3-bromophenylsulfonimidoyl)benzonitrile BrC=1C=C(C=CC1)S(=O)(=N)C1=CC=C(C#N)C=C1